FC(OC[C@H]1CCC=2C(=NC(=CC2C2=C(C=C(C=C2)F)F)C(=O)OCC)O1)F |r| Racemic-ethyl 2-((difluoromethoxy)methyl)-5-(2,4-difluorophenyl)-3,4-dihydro-2H-pyrano[2,3-b]pyridine-7-carboxylate